Cl.C(C)(C)(C)ONO tert-butoxyhydroxylamine hydrochloride